C(=O)[O-].ClC1=C(C=C(C=C1)Cl)C1=NC(=NC=C1)C(=O)NC1=C(C=C(C[NH2+]CCF)C=C1C)C N-(4-(4-(2,5-Dichlorophenyl)pyrimidine-2-carboxamido)-3,5-dimethylbenzyl)-2-fluoroethan-1-aminium formate